6,7,8,9-tetrahydro-5H-pyrido[3,2-b]azepine N1=CC=CC=2NCCCCC21